ClC(C(=O)O)(Cl)Cl perchloroacetic acid